(4-bromophenyl)-sulfonylamide BrC1=CC=C(C=C1)S(=O)(=O)[NH-]